NCC1=CC2=C(C(CC(O2)(C)C)O)C=C1 7-(aminomethyl)-2,2-dimethyl-3,4-dihydro-2H-1-benzopyran-4-ol